COC1=CC=C(CN(C2=NC=C(C=C2C(C)=O)F)CC2=CC=C(C=C2)OC)C=C1 1-(2-(bis(4-methoxybenzyl)amino)-5-fluoropyridin-3-yl)ethan-1-one